C1(=C(C=C(C=C1)OC1=CC=C(C=N1)N)OC1=CC=C(C=N1)N)C1=CC=CC=C1 6,6'-([1,1'-biphenyl]-2,4-diylbis(oxy))bis(pyridin-3-amine)